ClC=1C=C(C(=NC1)C)C=1NC=2C=CN=C(C2C(C1)=O)C(=O)N 2-(5-chloro-2-methyl-3-pyridyl)-4-oxo-1H-1,6-naphthyridine-5-carboxamide